arsenic triselenide [As](=[Se])[Se][As]=[Se]